Benzyl (S)-4-amino-5-({2-[(α-D-mannopyranosyl)oxy]ethyl}amino)-5-oxopentanoate N[C@@H](CCC(=O)OCC1=CC=CC=C1)C(=O)NCCO[C@@H]1[C@@H](O)[C@@H](O)[C@H](O)[C@H](O1)CO